9-[(6-bromo-1,3-benzodioxol-5-yl)methyl]-6-N-phenylpurine-2,6-diamine BrC=1C(=CC2=C(OCO2)C1)CN1C2=NC(=NC(=C2N=C1)NC1=CC=CC=C1)N